phenanthren-3-yl tetrahydro-1H-furo[3,4-c]pyrrole-5(3H)-carboxylate C1OCC2C1CN(C2)C(=O)OC=2C=CC=1C=CC3=CC=CC=C3C1C2